COC(CCCCC/C=C/CCO)OC (3E)-10,10-dimethoxy-3-decen-1-ol